(4aR,8aS)-6-[4-(5'-Chlorospiro[cyclopropane-1,3'-indoline]-1'-yl)piperidine-1-carbonyl]-4,4a,5,7,8,8a-hexahydropyrido[4,3-b][1,4]oxazin-3-one ClC=1C=C2C3(CN(C2=CC1)C1CCN(CC1)C(=O)N1C[C@@H]2[C@@H](OCC(N2)=O)CC1)CC3